Cl.Cl.CN1CC2(CCC1)CCN(CC2)C=2N=NC(=CN2)C2=C(C=C(C=C2)C=2C=NNC2)O 2-[3-(2-methyl-2,9-diazaspiro[5.5]undec-9-yl)-1,2,4-triazin-6-yl]-5-(1H-pyrazol-4-yl)phenol dihydrochloride